C(C)OCC(=O)N(C1=NC=C(N=C1)C=1C=NN(C1)C)[C@@H]1CC[C@H](CC1)NC(OC(C)(C)C)=O tert-butyl (trans-4-(2-ethoxy-N-(5-(1-methyl-1H-pyrazol-4-yl)pyrazin-2-yl)acetamido)cyclohexyl)carbamate